NN(N=O)N diaminonitrosoamine